2-[3-(2,2-diethoxyethoxy)isoxazol-5-yl]-3-methyl-butanoic acid C(C)OC(COC1=NOC(=C1)C(C(=O)O)C(C)C)OCC